N-(7-((4-(4-(2,6-dioxopiperidin-3-yl)-2-fluorophenyl)piperazin-1-yl)methyl)-2-azaspiro[3.5]non-2-yl)-3-methoxybenzamide O=C1NC(CCC1C1=CC(=C(C=C1)N1CCN(CC1)CC1CCC2(CN(C2)NC(C2=CC(=CC=C2)OC)=O)CC1)F)=O